ClC1=NNC(=C1NC(=O)C=1C(=NC(=C(C1)F)N1N=C(N(C1=O)CC)CO)O[C@H](C(F)(F)F)C)Cl N-(3,5-Dichloro-1H-pyrazol-4-yl)-6-[4-ethyl-3-(hydroxymethyl)-5-oxo-1,2,4-triazol-1-yl]-5-fluoro-2-[(1S)-2,2,2-trifluoro-1-methyl-ethoxy]pyridine-3-carboxamide